N1-(2-(dimethylamino)ethyl)-N4-(4-(7-methoxy-1-methyl-1H-indol-3-yl)-5-(trifluoromethyl)pyrimidin-2-yl)-N1-methylbenzene-1,2,4-triamine CN(CCN(C=1C(=CC(=CC1)NC1=NC=C(C(=N1)C1=CN(C2=C(C=CC=C12)OC)C)C(F)(F)F)N)C)C